FC1=C(C=C(C=C1)C(C)NC(=O)NC1CC2(C1)CCC2)OCC(F)(F)F 1-{1-[4-fluoro-3-(2,2,2-trifluoro-ethoxy)-phenyl]-ethyl}-3-spiro[3.3]hept-2-yl-urea